C1(CC1)CNC1=NC(=CC2=C1N=C(N=C2)N[C@H]2[C@H](COC2)NC(C=C)=O)C2=C(C(=CC(=C2F)OC)OC)F N-((3R,4S)-4-((8-((cyclopropylmeth-yl)amino)-6-(2,6-difluoro-3,5-dimeth-oxyphenyl)pyrido[3,4-d]pyrimidin-2-yl)amino)tetrahydrofuran-3-yl)acryl-amide